[Si].[Ti].[Cr].[Cu] copper-chromium titanium-silicon